2-(6-Cyclopropylpyridin-3-yl)-N4-isopropyl-6-phenyl-1,3,5-triazine-2,4-diamine C1(CC1)C1=CC=C(C=N1)C1(NC(=NC(=N1)NC(C)C)C1=CC=CC=C1)N